1-hexyl-2,3,4,5-tetramethylpyrazole C(CCCCC)N1N(C(C(=C1C)C)C)C